[N+](=O)([O-])C1=CC(=C(C(=O)OC)C=C1)N1CCCC1 methyl 4-nitro-2-pyrrolidin-1-ylbenzoate